tert-butyl N-tert-butoxycarbonyl-N-[4-(5-chloro-2-thienyl)-2-nitro-phenyl]carbamate C(C)(C)(C)OC(=O)N(C(OC(C)(C)C)=O)C1=C(C=C(C=C1)C=1SC(=CC1)Cl)[N+](=O)[O-]